1-[4-(1-sec-Butyl-7-{[cyclopropyl-(6-phenyl-pyridin-3-yl)-methyl]-amino}-1H-pyrazolo[4,3-d]pyrimidin-5-yl)-piperazin-1-yl]-ethanon C(C)(CC)N1N=CC=2N=C(N=C(C21)NC(C=2C=NC(=CC2)C2=CC=CC=C2)C2CC2)N2CCN(CC2)C(C)=O